C=C(COCCC#N)CCCCC 3-((2-methyleneheptyl)oxy)propionitrile